N-[(1S)-2-(1,3-Benzodioxol-5-yl)-1-methyl-ethyl]-N-ethyl-2,2,2-trifluoro-acetamide O1COC2=C1C=CC(=C2)C[C@H](C)N(C(C(F)(F)F)=O)CC